N12C(CCN=C2NCCC1)OC(C(=O)C1=CC=CC=C1)=O 1,5,7-triazabicyclo[4.4.0]dec-5-enyl-phenylglyoxylate